N-[(1S)-1-(dicyclopropylmethyl)-2-[4-(3,5-dimethyl-1H-pyrazol-4-yl)anilino]-2-oxo-ethyl]cyclobutanecarboxamide C1(CC1)C([C@@H](C(=O)NC1=CC=C(C=C1)C=1C(=NNC1C)C)NC(=O)C1CCC1)C1CC1